2-[(5-bromo-3-methyl-pyrazolo[3,4-b]pyridin-1-yl)methoxy]ethyl-trimethyl-silane BrC=1C=C2C(=NC1)N(N=C2C)COCC[Si](C)(C)C